C(C)(C)C1=NC=C(C=C1N)\C=C\C1=CC=CC=C1 2-isopropyl-5-[(E)-2-phenylvinyl]pyridin-3-amine